4-(pyrrolidin-1-ylmethyl)piperidin-4-ol N1(CCCC1)CC1(CCNCC1)O